ClC1=CC=C(C=C1)C1=C(CCC(C1)(C)C)C(=O)N1C2CN(CC1C2)CC=2C=C1CN(C(C1=CC2)=O)C2C(NC(CC2)=O)=O 3-(5-((6-(4'-chloro-5,5-dimethyl-3,4,5,6-tetrahydro-[1,1'-biphenyl]-2-Carbonyl)-3,6-diazabicyclo[3.1.1]heptan-3-yl)methyl)-1-oxoisoindolin-2-yl)piperidine-2,6-dione